C(C1=CC=CC=C1)NC(=O)C=1N(C(N2C1CN(CC2)C(=O)C=2SC1=C(C2)C(=CC=C1)Cl)=O)C1=CC=C(C=C1)OC(C)C N-benzyl-7-(4-chlorobenzothiophene-2-carbonyl)-2-(4-isopropoxyphenyl)-3-oxo-6,8-dihydro-5H-imidazo[1,5-a]pyrazine-1-carboxamide